ClC1=CC(=C(C=C1C#N)NS(=O)(=O)C=1C=C(C(=O)O)C=CC1C1CC1)O[C@H]1[C@@H](CCC1)C 3-(N-(4-chloro-5-cyano-2-((trans-2-methylcyclopentyl)oxy)-phenyl)sulfamoyl)-4-cyclopropylbenzoic acid